CCCC.[NH4+].[NH4+] diammonium butane